pyrazol-5-ol N1N=CC=C1O